CC=1OC2=C(N1)C=C(C=C2)O 2-methyl-1,3-benzooxazol-5-ol